{4-[methoxy(methyl)carbamoyl]bicyclo[2.2.2]oct-1-yl}carbamic acid tert-butyl ester C(C)(C)(C)OC(NC12CCC(CC1)(CC2)C(N(C)OC)=O)=O